FC=1C=CC=C2C=C(NC(C12)=O)CCC(=O)N1CCN(CC1)C=1C=C(C#N)C=CC1 3-(4-(3-(8-fluoro-1-oxo-1,2-dihydroisoquinolin-3-yl)propanoyl)piperazin-1-yl)benzonitrile